tert-butyl 6-[8-(1,3-benzothiazol-2-ylcarbamoyl)-3,4-dihydroisoquinolin-2(1H)-yl]-3-(1-{[3-(morpholin-4-yl)tricyclo[3.3.1.13,7]dec-1-yl]methyl}-1H-pyrazol-4-yl)pyridine-2-carboxylate S1C(=NC2=C1C=CC=C2)NC(=O)C=2C=CC=C1CCN(CC21)C2=CC=C(C(=N2)C(=O)OC(C)(C)C)C=2C=NN(C2)CC21CC3(CC(CC(C2)C3)C1)N1CCOCC1